BrC1=CC=2C3=C(C=NC2C=C1)N(C(C31CC1)=O)C 8'-bromo-3'-methyl-spiro[cyclopropane-1,1'-pyrrolo[2,3-c]quinolin]-2'(3'h)-one